(S)-2-amino-3-(5-isopropoxy-1H-indol-3-yl)propanoic acid N[C@H](C(=O)O)CC1=CNC2=CC=C(C=C12)OC(C)C